2-[3-(Benzyloxymethyl)cyclobutoxy]-N-methyl-acetamide C(C1=CC=CC=C1)OCC1CC(C1)OCC(=O)NC